2-(4-bromo-1-methyl-1H-pyrazol-5-yl)-4-methoxy-6-chlorobenzonitrile BrC=1C=NN(C1C1=C(C#N)C(=CC(=C1)OC)Cl)C